methyl 6-bromo-5-fluoropicolinate BrC1=C(C=CC(=N1)C(=O)OC)F